ClC1=CC(=C(C=C1C#N)NS(=O)(=O)C=1C=C(C(=O)OC)C=CC1C1CC1)O[C@H]1[C@@H](CCC1)OC methyl 3-(N-(4-chloro-5-cyano-2-((trans-2-methoxycyclopentyl)-oxy)phenyl)sulfamoyl)-4-cyclopropylbenzoate